1-ethyl-4-(3-hydroxy-2,6-dimethyl-phenyl)-3-imidazol-1-yl-pyrrolo[2,3-b]pyridine-6-carboxamide C(C)N1C=C(C=2C1=NC(=CC2C2=C(C(=CC=C2C)O)C)C(=O)N)N2C=NC=C2